ClC1=CC=C(C=C1)C=1OC2=C(N1)C=CC(=C2)C=2C1=CC=CC=C1C=1C=CC=CC1C2 2-(4-chloro-phenyl)-6-(phenanthr-9-yl)-benzoxazole